(3-trifluoromethylphenyl)hydrazine FC(C=1C=C(C=CC1)NN)(F)F